tert-Butyl N-[2-[[[2-benzyloxy-2-(trifluoromethyl)hex-5-enoyl]amino]carbamoyl]-6-[1-hydroxy-1-(trifluoromethyl)pent-4-enyl]-5-(trifluoromethyl)-3-pyridyl]carbamate C(C1=CC=CC=C1)OC(C(=O)NNC(=O)C1=NC(=C(C=C1NC(OC(C)(C)C)=O)C(F)(F)F)C(CCC=C)(C(F)(F)F)O)(CCC=C)C(F)(F)F